(2,6-dichlorophenyl)(4-(2-hydroxy-3-((1,2,3,4-tetrahydroacridin-9-yl)amino)propyl)piperazin-1-yl)methanone ClC1=C(C(=CC=C1)Cl)C(=O)N1CCN(CC1)CC(CNC=1C2=CC=CC=C2N=C2CCCCC12)O